N[C@@H](CCCCN=[N+]=[N-])C(=O)O azido-lysine